ClC=1C=CC(=C(C1)C1=NN(C=C1NC(=O)C=1C=NN2C1N=CC=C2)CC(=O)N(CC(F)(F)F)C)OC N-(3-(5-chloro-2-methoxyphenyl)-1-(2-(methyl(2,2,2-trifluoroethyl)amino)-2-oxoethyl)-1H-pyrazol-4-yl)pyrazolo[1,5-a]pyrimidine-3-carboxamide